CC(C=CCN)(C)N(C1COC1)C 4-methyl-4-(methyl-(oxetan-3-yl)amino)pent-2-enamine